(R)-N-(2-(difluoromethoxy)-5-methoxyphenyl)-3-(3-fluoro-4-methylphenyl)-3-(1,2,4-thiadiazol-5-yl)pyrrolidine-1-carboxamide FC(OC1=C(C=C(C=C1)OC)NC(=O)N1C[C@](CC1)(C1=NC=NS1)C1=CC(=C(C=C1)C)F)F